BrC1=C(C=CC=C1)S[C@@]1(C[C@H](N(C1)C(=O)OC(C)(C)C)C(=O)OC)C(=O)OC 1-(t-butyl) 2,4-dimethyl (2S,4R)-4-((2-bromophenyl)thio)pyrrolidine-1,2,4-tricarboxylate